C(C)(C)OC1=CN=C(C=C1C#N)C1=NSC(=N1)NC1=NC=CC=C1C(C)C 5-isopropoxy-2-(5-(3-isopropyl-pyridin-2-ylamino)-1,2,4-thiadiazol-3-yl)isonicotinonitrile